F[P-](F)(F)(F)(F)F.C(CCC)N1C=[N+](C=C1)C 1-butyl-3-methylimidazolium hexafluoro-phosphate